benzyl N-[(1R)-1-(hydroxymethyl)-2-(4-methoxyanilino)-2-oxoethyl]carbamate OC[C@H](C(=O)NC1=CC=C(C=C1)OC)NC(OCC1=CC=CC=C1)=O